tert-butyl 6-[3-[(8-chloro-[1,2,4]triazolo[4,3-a]quinazolin-5-yl)-methyl-amino] phenyl]-2,6-diazaspiro[3.3]heptane-2-carboxylate ClC1=CC=C2C(=NC=3N(C2=C1)C=NN3)N(C=3C=C(C=CC3)N3CC1(CN(C1)C(=O)OC(C)(C)C)C3)C